C(#N)C1=CC=C(C=2N1N=CC2F)N2C[C@@]1(C[C@@]1(C2)C(F)(F)F)C(=O)NNC(=O)C2CCN(CC2)C(=O)OC(C)(C)C tert-butyl 4-(2-((1S,5R)-3-(7-cyano-3-fluoropyrazolo[1,5-a]pyridin-4-yl)-5-(trifluoromethyl)-3-azabicyclo[3.1.0]hexane-1-carbonyl)hydrazine-1-carbonyl)piperidine-1-carboxylate